lithium sulfur silicate [Si]([O-])([O-])([O-])O.[S+2].[Li+]